N-(4-amino-1H-pyrazolo[4,3-c]pyridin-7-yl)-N'-[1-[2-fluoro-4-(1,1,2,2,2-pentafluoroethyl)phenyl]ethyl]-N'-methyl-oxamide NC1=NC=C(C2=C1C=NN2)NC(=O)C(=O)N(C)C(C)C2=C(C=C(C=C2)C(C(F)(F)F)(F)F)F